(2-(ethylsulfanyl)phenyl)-4,4-bis(1H-indol-3-yl)-2-isopropyl-butanamide C(C)SC1=C(C=CC=C1)C(C(=O)N)(CC(C1=CNC2=CC=CC=C12)C1=CNC2=CC=CC=C12)C(C)C